tert-butyl 4-(2-(1-(2,2,2-trifluoroacetyl)pyrrolidin-2-yl)phenyl)-3,6-dihydropyridine-1(2H)-carboxylate FC(C(=O)N1C(CCC1)C1=C(C=CC=C1)C=1CCN(CC1)C(=O)OC(C)(C)C)(F)F